[Co]=O.[Cu].[Mg].[Ca] calcium magnesium-copper-cobalt oxide